C([C@H]([C@H]([C@@H]([C@H](C(=O)O)O)O)O)O)OP(=O)(O)O 6-O-Phosphono-D-gluconic acid